{N-[(4-methoxy-1H-indol-2-yl)carbonyl]-L-leucyl}amino-2-oxo-4-[(3S)-2-oxopyrrolidin-3-yl]butyl oxo(phenyl)acetate O=C(C(=O)OCC(CC([C@H]1C(NCC1)=O)NC([C@@H](NC(=O)C=1NC2=CC=CC(=C2C1)OC)CC(C)C)=O)=O)C1=CC=CC=C1